N-(6-(2H-1,2,3-triazol-2-yl)-5-(trifluoromethyl)pyridin-3-yl)-2',5-dichloro-6'-ethynyl-2-fluoro-[1,1'-biphenyl]-4-carboxamide N=1N(N=CC1)C1=C(C=C(C=N1)NC(=O)C1=CC(=C(C=C1Cl)C1=C(C=CC=C1C#C)Cl)F)C(F)(F)F